6-(2,3-Difluoro-4-(hexahydropyrrolo[1,2-a]pyrazin-2(1H)-yl)phenyl)-1,4-dimethyl-2-(4-(methylsulfonyl)phenyl)-1H-pyrrolo[3,2-c]pyridin FC1=C(C=CC(=C1F)N1CC2N(CC1)CCC2)C2=CC1=C(C(=N2)C)C=C(N1C)C1=CC=C(C=C1)S(=O)(=O)C